(2R,3R,4R,5S)-4-[[3-[2-(difluoromethoxy)-3,4-difluoro-phenyl]-4,5-dimethyl-5-(trifluoromethyl)tetrahydrofuran-2-carbonyl]amino]-5-methyl-pyridine-2-carboxamide FC(OC1=C(C=CC(=C1F)F)[C@@H]1[C@@H](O[C@@]([C@@H]1C)(C(F)(F)F)C)C(=O)NC1=CC(=NC=C1C)C(=O)N)F